N-((4R,5S,7R,8R,9S,10R)-8,10-dihydroxy-7-(hydroxymethyl)-9-(4-(3,4,5-trifluorophenyl)-1H-1,2,3-triazol-1-yl)-1,6-dioxaspiro[4.5]dec-4-yl)benzofuran-3-carboxamide O[C@H]1[C@H](O[C@@]2([C@@H](CCO2)NC(=O)C2=COC3=C2C=CC=C3)[C@@H]([C@H]1N1N=NC(=C1)C1=CC(=C(C(=C1)F)F)F)O)CO